(6-(((3-Amino-4-methoxy-5-(1-methyl-1H-1,2,4-triazol-3-yl)benzyl)oxy)methyl)-5-methylpyridin-2-yl)carbamic acid tert-butyl ester C(C)(C)(C)OC(NC1=NC(=C(C=C1)C)COCC1=CC(=C(C(=C1)C1=NN(C=N1)C)OC)N)=O